ClC1=CC2=C(N(C(C(N2C)=O)=O)C2CCN(CC2)C2=NC=C(C=N2)CNCC(=O)NC)N=C1 2-(((2-(4-(7-chloro-1-methyl-2,3-dioxo-2,3-dihydropyrido[2,3-b]pyrazine-4(1H)-yl)piperidin-1-yl)pyrimidin-5-yl)methyl)amino)-N-methylacetamide